tert-Butyl N-[6-[4-(4,4,5,5-tetramethyl-1,3,2-dioxaborolan-2-yl)-3-(trifluoromethyl)pyrazol-1-yl]pyridazin-3-yl]carbamate CC1(OB(OC1(C)C)C=1C(=NN(C1)C1=CC=C(N=N1)NC(OC(C)(C)C)=O)C(F)(F)F)C